3,5-bis(methyl-d3)-1H-pyrazole C(C1=NNC(=C1)C([2H])([2H])[2H])([2H])([2H])[2H]